sodium 5,10,15,20-tetrakis(2,6-diphenyl-4-(sulfonato)phenyl)porphyrin C1(=CC=CC=C1)C1=C(C(=CC(=C1)S(=O)(=O)[O-])C1=CC=CC=C1)C=1C2=CC=C(N2)C(=C2C=CC(C(=C3C=CC(=C(C=4C=CC1N4)C4=C(C=C(C=C4C4=CC=CC=C4)S(=O)(=O)[O-])C4=CC=CC=C4)N3)C3=C(C=C(C=C3C3=CC=CC=C3)S(=O)(=O)[O-])C3=CC=CC=C3)=N2)C2=C(C=C(C=C2C2=CC=CC=C2)S(=O)(=O)[O-])C2=CC=CC=C2.[Na+].[Na+].[Na+].[Na+]